3-((4-(methylamino)phenyl)amino)-4-((pyridin-2-ylmethyl)amino)cyclobut-3-ene-1,2-dione CNC1=CC=C(C=C1)NC=1C(C(C1NCC1=NC=CC=C1)=O)=O